FC(OC1=CC=C(C=C1)COC1CN(C1)C(=O)N1C[C@@H]2[C@H](OCC(N2)=O)CC1)(F)F (-)-trans-6-[3-[[4-(Trifluoromethoxy)phenyl]methoxy]azetidine-1-carbonyl]-4,4a,5,7,8,8a-hexahydropyrido[4,3-b][1,4]oxazin-3-one